4-[1-(5,6-difluoro-2-oxo-1H-quinazolin-4-yl)-3,5-dihydro-2H-4,1-benzoxazepin-6-yl]-2,2-dimethyl-but-3-ynenitrile FC1=C2C(=NC(NC2=CC=C1F)=O)N1CCOCC2=C1C=CC=C2C#CC(C#N)(C)C